Decaethylhexanoat C(C)C(C(C(C(C(C(=O)[O-])(CC)CC)(CC)CC)(CC)CC)(CC)CC)CC